C(=O)(OC(C)(C)C)N1CC(C1)C(C)=O N-Boc-3-acetyl-azetidine